4-((1R,5S)-3,8-diazabicyclo[3.2.1]octan-3-yl)-7-(8-ethylnaphthalen-1-yl)-2-(((2R,7aS)-2-fluorotetrahydro-1H-pyrrolizin-7a(5H)-yl)methoxy)-8-methylquinazoline [C@H]12CN(C[C@H](CC1)N2)C2=NC(=NC1=C(C(=CC=C21)C2=CC=CC1=CC=CC(=C21)CC)C)OC[C@]21CCCN1C[C@@H](C2)F